C(CCCC)NN1C2(CSCC2NC1=O)CCCCC=O pentylamino-5-oxopentyl-7-thia-2,4-diazabicyclo[3.3.0]octane-3-one